BrC=1C=CC(N(C1C)C=1C=NC=CC1)=O 5-bromo-6-methyl-2-oxo-2H-[1,3'-bipyridine]